C(C)(=O)OCCCCCCCCC\C=C/CCCCC (Z)-10-hexadecen-1-yl acetate